Tetradecane-dioic acid C(CCCCCCCCCCCCC(=O)O)(=O)O